[Xe].C(C1CO1)CCC[Si](OC)(OC)OC gamma-(2,3-epoxypropyl)propyltrimethoxysilane xenon